2-(2,6-difluoro-4-methoxybenzyl)-6-((4-methoxyphenyl)sulfonyl)phthalazin-1(2H)-one FC1=C(CN2C(C3=CC=C(C=C3C=N2)S(=O)(=O)C2=CC=C(C=C2)OC)=O)C(=CC(=C1)OC)F